Cl.N1C[C@H](OCC1)CO (2S)-morpholin-2-ylmethanol hydrochloride